FC=1C=C(C=C(C1)F)NN (3,5-difluorophenyl)hydrazine